methyl 3-{2-chloro-4-fluoro-5-[3-methyl-2,6-dioxo-4-(trifluoromethyl)-3,6-dihydropyrimidin-1(2H)-yl]phenyl}-5-methyl-4,5-dihydro-1,2-oxazole-5-carboxylate ClC1=C(C=C(C(=C1)F)N1C(N(C(=CC1=O)C(F)(F)F)C)=O)C1=NOC(C1)(C(=O)OC)C